ClC1=NC(=CC(=N1)NC1=NC=NC2=CC(=C(C=C12)[N+](=O)[O-])OC)N1CCOCC1 N-(2-chloro-6-morpholinylpyrimidin-4-yl)-7-methoxy-6-nitroquinazolin-4-amine